(5RS)-2-[(1-Methyl-1H-pyrazol-3-yl)methyl]-3-oxo-2,3,5,6,7,8-hexahydro[1,2,4]triazolo[4,3-a]pyridin CN1N=C(C=C1)CN1N=C2N(CCCC2)C1=O